6-(2-acetamido-4-methylthiazol-5-yl)-2-(1-cyclopropylethyl)-3-oxo-2,3-dihydro-1H-pyrrolo[3,4-c]pyridine-4-carboxylic acid C(C)(=O)NC=1SC(=C(N1)C)C1=CC2=C(C(=N1)C(=O)O)C(N(C2)C(C)C2CC2)=O